1-(2-amino-6-(4-fluorophenyl)-5-(4-methylquinazolin-6-yl)pyridin-3-yl)-1H-pyrazole-4-carboxamide NC1=NC(=C(C=C1N1N=CC(=C1)C(=O)N)C=1C=C2C(=NC=NC2=CC1)C)C1=CC=C(C=C1)F